N-(5-benzylthiazol-2-yl)-2-(2-(2,6-dioxopiperidin-3-yl)-3-oxoisoindolin-5-yl)acetamide C(C1=CC=CC=C1)C1=CN=C(S1)NC(CC=1C=C2C(N(CC2=CC1)C1C(NC(CC1)=O)=O)=O)=O